FC(N1N=C(C(=C1)C1=NC(=CC=C1C(C)=O)N1C=NC2=C1C=CC(=C2)NC=2N=NC(=CC2)C)C)F 1-[2-[1-(difluoromethyl)-3-methyl-pyrazol-4-yl]-6-[5-[(6-methylpyridazin-3-yl)amino]benzimidazol-1-yl]-3-pyridinyl]ethanone